5-bromo-6-fluoro-4-(8-fluoro-2-(((2r,7as)-2-fluoro-hexahydro-1H-pyrrolizin-7a-yl)methoxy)-4-(6-(hydroxymethyl)-1,4-oxazepan-4-yl)pyrido[4,3-d]pyrimidin-7-yl)naphthalen-2-ol BrC1=C2C(=CC(=CC2=CC=C1F)O)C1=C(C=2N=C(N=C(C2C=N1)N1CCOCC(C1)CO)OC[C@]12CCCN2C[C@@H](C1)F)F